(8R) or (8S)-8-methyl-4-(morpholin-4-yl)-7,14-dioxa-10,19,20-triazatetracyclo[13.5.2.12,6.018,21]tricosa-1(20),2,4,6(23),15,17,21-heptaene C[C@H]1OC=2C=C(C=C(C3=NNC4=CC=C(OCCCNC1)C=C34)C2)N2CCOCC2 |o1:1|